C(C)(C)(C)OC(=O)NCCCC=1C=[NH+]C=CC1 3-((tert-butoxycarbonylamino)propyl)pyridin-1-ium